4-(3,4-difluorophenyl)-1-(6-(2,6-dimethylpyridin-3-yl)pyrazin-2-yl)piperidin-4-ol FC=1C=C(C=CC1F)C1(CCN(CC1)C1=NC(=CN=C1)C=1C(=NC(=CC1)C)C)O